CN(C1CCC(CC1)NC1=NC=2N(C(C(=NC2C=N1)C1=CC(=C(C=C1)NS(=O)(=O)CCC(C)(F)F)F)=O)C(C)C)C N-(4-(2-(((1r,4r)-4-(dimethylamino)cyclohexyl)amino)-8-isopropyl-7-oxo-7,8-dihydropteridin-6-yl)-2-fluorophenyl)-3,3-difluorobutane-1-sulfonamide